NC/C(/CN1N=CC=C1C(=O)NC(C)(C)C)=C\F (E)-1-(2-(aminomethyl)-3-fluoroallyl)-N-(tert-butyl)-1H-pyrazole-5-carboxamide